ClC1=C(C=C2C(=CNC2=C1)C(=O)O)C=1C(=NC(=CC1)N1CC2(C1)[C@@H](CC2)O)OC |r| racemic-6-chloro-5-(6-(5-hydroxy-2-azaspiro[3.3]heptan-2-yl)-2-methoxypyridin-3-yl)-1H-indole-3-carboxylic acid